3-tertiary butyl-6-aminophenol C(C)(C)(C)C=1C=C(C(=CC1)N)O